BrC1=CC=C(C=CC(=O)OC)C=C1 methyl p-bromocinnamate